[Co].FON=C(C(=NOF)C1=CC=CC=C1)C1=CC=CC=C1.FON=C(C(=NOF)C1=CC=CC=C1)C1=CC=CC=C1 bis(difluorodiphenyl-glyoxime) cobalt